azetidin-3-yl 6-[5-(6-methyl-2-pyridyl)-1H-pyrazol-4-yl]-1,5-naphthyridine-3-carboxylate CC1=CC=CC(=N1)C1=C(C=NN1)C=1N=C2C=C(C=NC2=CC1)C(=O)OC1CNC1